(E)-3-(2-(Dipropylamino)-6-(trifluoromethyl)pyridin-3-yl)-N-(2-oxo-2,3-dihydro-1H-benzo[d]imidazol-4-yl)acrylamid C(CC)N(C1=NC(=CC=C1/C=C/C(=O)NC1=CC=CC=2NC(NC21)=O)C(F)(F)F)CCC